1-(3-fluoro-2-hydroxymethylphenyl)-3-(3-trifluoromethoxyphenyl)urea FC=1C(=C(C=CC1)NC(=O)NC1=CC(=CC=C1)OC(F)(F)F)CO